4-(4-(1-Ethyl-3-(trifluoromethyl)-1H-pyrazol-4-yl)-5-methylthiophen-3-yl)thieno(2,3-c)pyridine-2-carbonitrile C(C)N1N=C(C(=C1)C=1C(=CSC1C)C1=C2C(=CN=C1)SC(=C2)C#N)C(F)(F)F